4-Amino-1-(1-chloroisoquinolin-5-yl)-7-hydroxy-2-oxo-1,2-dihydroquinoline-3-carboxylic acid methyl ester COC(=O)C=1C(N(C2=CC(=CC=C2C1N)O)C1=C2C=CN=C(C2=CC=C1)Cl)=O